nickel-iron-manganese copper [Cu].[Mn].[Fe].[Ni]